3-(4-(5-methyl-2-((1-oxoisoindol-5-yl)amino)pyrimidin-4-yl)-1H-pyrazol-1-yl)propionitrile CC=1C(=NC(=NC1)NC=1C=C2C=NC(C2=CC1)=O)C=1C=NN(C1)CCC#N